5-(2-(4'-bromo-[1,1'-biphenyl]-4-yl)vinyl)-1H-1,2,3-triazole-4-carboxylic acid BrC1=CC=C(C=C1)C1=CC=C(C=C1)C=CC1=C(N=NN1)C(=O)O